C(C)(C)(C)OC(=O)NC=1N=C(N(C1)C)C(=O)NC1=CC=C(C=C1)C=1C=C(N(C1)C)C(=O)OC methyl 4-(4-(4-((tert-butoxycarbonyl)amino)-1-methyl-1H-imidazole-2-carboxamido)phenyl)-1-methyl-1H-pyrrole-2-carboxylate